ClC=1C=C(C=CC1F)C(C=1NC(=C(N1)S(=O)(=O)C)C)C=1SC(=CC1)Cl 2-((3-chloro-4-fluorophenyl)(5-chlorothiophen-2-yl)methyl)-5-methyl-4-(methylsulfonyl)-1H-imidazole